ClC1=CC=C(C(=N1)C(=O)NS(=O)(=O)C)N[C@H](C)C=1C=C(C=C2C(N(C(=NC12)N1C[C@@H](CCC1)OC1=NC=C(N=C1)C)C)=O)C 6-chloro-3-(((R)-1-(3,6-dimethyl-2-((R)-3-((5-methylpyrazin-2-yl)oxy)piperidin-1-yl)-4-oxo-3,4-dihydroquinazolin-8-yl)ethyl)amino)-N-(methylsulfonyl)picolinamide